O[C@@H](CNC(N)=O)C N'-[(2R)-2-hydroxypropyl]urea